C(C)(C)(C)OC(NC1=CC(=NC(=C1)C(F)(F)F)N1C(OC[C@@H]1C)=O)=O (S)-(2-(4-methyl-2-oxooxazolidin-3-yl)-6-(trifluoromethyl)pyridin-4-yl)carbamic acid tert-butyl ester